2-[(3S,5R)-1-benzyl-4,4-difluoro-5-methyl-3-piperidinyl]ethanol C(C1=CC=CC=C1)N1C[C@@H](C([C@@H](C1)C)(F)F)CCO